2-(3-bromobenzoyl)-2,3,4,9-tetrahydro-1H-β-carboline BrC=1C=C(C(=O)N2CC=3NC4=CC=CC=C4C3CC2)C=CC1